ClC1=C(C(=O)NC=2C=C3C=C(N(C3=CC2)CC)C(=O)OCC)C=C(C=C1)CNC(C(C)C)=O ethyl 5-(2-chloro-5-(isobutyramidomethyl)benzamido)-1-ethyl-1H-indole-2-carboxylate